C1(=CCCC1)OC1=CCCC1 dicyclopentenylether